BrC1=CC=C(O1)CNC1=CC=C(C=C1)C N-(5-bromo-2-furylmethyl)-p-toluidine